trans-2-(1-(4-azidobenzyl)-5-(4-ethynylphenyl)piperidin-3-yl)acetic acid N(=[N+]=[N-])C1=CC=C(CN2C[C@H](C[C@@H](C2)C2=CC=C(C=C2)C#C)CC(=O)O)C=C1